N-(2-chloro-5-methylpyridin-3-yl)-2-(trifluoromethyl)pyrimidine-5-carboxamide ClC1=NC=C(C=C1NC(=O)C=1C=NC(=NC1)C(F)(F)F)C